2-[(2E)-2-(aminomethyl)-3-fluoroprop-2-en-1-yl]-4-{[5-(1-ethyl-1H-pyrazol-4-yl)thiophen-2-yl]methyl}-2,4-dihydro-3H-1,2,4-triazol-3-one NC/C(/CN1N=CN(C1=O)CC=1SC(=CC1)C=1C=NN(C1)CC)=C\F